(3,3-dimethyl-2,3-dihydro-1H-pyrrolo[3,2-b]pyridin-1-yl)(4-((3-fluorobenzyl)(methyl)amino)piperidin-1-yl)methanone CC1(CN(C=2C1=NC=CC2)C(=O)N2CCC(CC2)N(C)CC2=CC(=CC=C2)F)C